N-(2-fluoro-4-((4-(1-isopropyl-1H-pyrazol-4-yl)-5-methylpyrimidin-2-yl)amino)phenyl)-2-oxoindoline-5-sulfonamide FC1=C(C=CC(=C1)NC1=NC=C(C(=N1)C=1C=NN(C1)C(C)C)C)NS(=O)(=O)C=1C=C2CC(NC2=CC1)=O